1-stearoyl-3-myristoyl-sn-glycero-2-phosphocholine C(CCCCCCCCCCCCCCCCC)(=O)OC[C@@H](OP(=O)([O-])OCC[N+](C)(C)C)COC(CCCCCCCCCCCCC)=O